Phenylacetic acid-2-phenylethyl ester C1(=CC=CC=C1)CCOC(CC1=CC=CC=C1)=O